methyl 2-[1-(ethyl)-4-methylpiperazin-2-yl]acetate C(C)N1C(CN(CC1)C)CC(=O)OC